4-bromo-6-((4-(1-(4-(5,7-dimethoxy-4-oxo-3,4-dihydroquinazolin-2-yl)phenyl)piperidin-4-yl)piperazin-1-yl)methyl)-2-(2,6-dioxopiperidin-3-yl)isoindoline-1,3-dione BrC1=C2C(N(C(C2=CC(=C1)CN1CCN(CC1)C1CCN(CC1)C1=CC=C(C=C1)C1=NC2=CC(=CC(=C2C(N1)=O)OC)OC)=O)C1C(NC(CC1)=O)=O)=O